vinylarsonic acid C(=C)[As](O)(O)=O